(9R,13S)-13-{4-[5-chloro-2-(1H-imidazol-1-yl)phenyl]-6-oxo-1,6-dihydropyrimidin-1-yl}-3,9-dimethyl-3,4,7,15-tetraazatricyclo[12.3.1.02,6]Octadecan-1(18),2(6),4,14,16-pentaen-8-one ClC=1C=CC(=C(C1)C=1N=CN(C(C1)=O)[C@H]1CCC[C@H](C(NC=2C=NN(C2C=2C=CN=C1C2)C)=O)C)N2C=NC=C2